C1(=CC=C(C=C1)N(C1=CC=C(C=C1)C1=CC=CC=C1)C1=CC=C(C=C1)Br)C1=CC=CC=C1 N-([1,1'-biphenyl]-4-yl)N-(4-bromophenyl)-[1,1'-biphenyl]-4-amine